3-(4-{[2-(3-{[4-(ethanesulfonyl)-2-methoxyphenyl]amino}prop-1-yn-1-yl)-1-(2,2,2-trifluoroethyl)-1H-indol-4-yl]amino}piperidin-1-yl)propane-1,2-diol C(C)S(=O)(=O)C1=CC(=C(C=C1)NCC#CC=1N(C2=CC=CC(=C2C1)NC1CCN(CC1)CC(CO)O)CC(F)(F)F)OC